tert-butyl (R)-((1-(2-chloro-5-(1-(difluoromethyl)-1H-pyrazol-4-yl)pyridin-4-yl)piperidin-3-yl)methyl)(methyl)carbamate ClC1=NC=C(C(=C1)N1C[C@@H](CCC1)CN(C(OC(C)(C)C)=O)C)C=1C=NN(C1)C(F)F